NC=1C=CC=2C(N(C=3N(C2N1)N=C(C3)C(C)(C)C)CC(=O)NC3=NC=C(C=C3)F)=O 2-(8-amino-2-(tert-butyl)-5-oxopyrazolo[1,5-a]pyrido[3,2-e]pyrimidin-4(5H)-yl)-N-(5-fluoropyridin-2-yl)acetamide